2-(4-fluoroanilino)-6-hydroxypurine FC1=CC=C(NC2=NC(=C3NC=NC3=N2)O)C=C1